O=C1N(CC2=CC(=CC=C12)C=1N=CNC1C1=CC=CC=C1)C1C(NC(CC1)=O)=O 3-(1-Oxo-5-(5-phenyl-1H-imidazol-4-yl)isoindolin-2-yl)piperidine-2,6-dione